CN1N=CC=C1 2-methyl-2H-pyrazol